C(C)(C)(C)[SiH2]O[SiH2]C(C)(C)C 1,3-di-t-butyldisiloxane